C(C)(=O)O[C@@H]1C(O[C@@H](C(C1OC(C)=O)OC(C)=O)OC1=CC=C(C=C1)CCN=[N+]=[N-])COC(C)=O.C(C1=CC=CC=C1)NC(C1=CC=C(C(=O)NCC2=CC=CC=C2)C=C1)=O N,N'-Dibenzyl-terephthalamide [(3R,6R)-3,4,5-tris(acetyloxy)-6-[4-(2-azidoethyl)phenoxy]oxan-2-yl]methyl-acetate